tert-butyl ((S)-(7-(((((1S,3R)-3-(aminomethyl)-2,2-difluorocyclopropyl)methyl)amino)methyl)imidazo[1,2-b]pyridazin-2-yl)(4,4-difluorocyclohexyl)methyl)carbamate NC[C@@H]1C([C@@H]1CNCC1=CC=2N(N=C1)C=C(N2)[C@H](C2CCC(CC2)(F)F)NC(OC(C)(C)C)=O)(F)F